[Cl-].C(CCCCCCCCCCC)[NH+](CCCCCCCCCCCC)CCCCCCCCCCCC trilauryl-ammonium chloride